1-methyl-1-pentylpyrrolidinium bis(pentafluoroethylsulfonyl)imide salt [N-](S(=O)(=O)C(F)(F)C(F)(F)F)S(=O)(=O)C(F)(F)C(F)(F)F.C[N+]1(CCCC1)CCCCC